Tri-n-propoxysilane C(CC)O[SiH](OCCC)OCCC